8-fluoro-2-(2-fluorophenyl)-4-methoxyquinoline-7-carboxylic acid methyl ester COC(=O)C1=CC=C2C(=CC(=NC2=C1F)C1=C(C=CC=C1)F)OC